C1(CC1)C1=NN(C=N1)C1CC2(CN(C2)C(=O)N2CCN(CC2)[C@@H](C(=O)NC)C2=CC=C(C=C2)F)C1 (2R)-2-[4-[6-(3-cyclopropyl-1,2,4-triazol-1-yl)-2-azaspiro[3.3]heptane-2-carbonyl]piperazin-1-yl]-2-(4-fluorophenyl)-N-methyl-acetamide